ClC1=C(C=CC=C1Cl)C1=NN2C=NC=3C=CC=CC3C2=N1 2-(2,3-dichlorophenyl)[1,2,4]triazolo[1,5-c]quinazolin